FC=1C=C(C=C(C1)F)C1CC=NN1C(=O)C1CCN(CC1)C1=NC=CC(=C1)C1=C(C=CC(=C1)OCCCOC)F (5-(3,5-difluorophenyl)-4,5-dihydro-1H-pyrazol-1-yl)(1-(4-(2-fluoro-5-(3-Methoxypropoxy)phenyl)pyridin-2-yl)piperidin-4-yl)methanone